C1(CC2C(CC1)O2)CC[Si](OCC)(OCC)C β-(3,4-epoxycyclohexyl)ethylmethyldiethoxysilane